C(C1=CC=CC=C1)OC[C@H]1[C@@H](C1)CO |r| (rac)-trans-[2-[(benzyloxy)methyl]cyclopropyl]methanol